FC=1C=CC(=C(C1)[C@@H](N1C(C2=CC(=CC=C2C1)C1=CC=C(C=C1)C1CCN(CC1)C)=O)C=1NC=C(N1)C)O 2-[(R)-(5-fluoro-2-hydroxy-phenyl)-(4-methyl-1H-imidazol-2-yl)methyl]-6-[4-(1-methyl-4-piperidinyl)phenyl]Isoindolin-1-one